CN1C=C(C2=CC=CC=C12)CC(=O)O 2-(1-methyl-1H-indol-3-yl)acetic acid